2-[5-fluoro-2-methoxy-3-(2-methoxy-1,1-dimethyl-2-oxo-ethyl)phenyl]acetic acid FC=1C=C(C(=C(C1)CC(=O)O)OC)C(C(=O)OC)(C)C